N-hydroxy-3-((6-(2-(hydroxymethyl)phenyl)-5-(trifluoro-methyl)-1H-benzo[d]imidazol-2-yl)amino)benzamide ONC(C1=CC(=CC=C1)NC1=NC2=C(N1)C=C(C(=C2)C(F)(F)F)C2=C(C=CC=C2)CO)=O